FC1(C2=CC=CC=C2C=2C=C(C=CC12)C(=O)NCC(=O)N1[C@@H](C[C@@H](C1)C(F)(F)F)C(=O)O)F (2S,4S)-1-((9,9-difluoro-9H-fluorene-3-carbonyl)glycyl)-4-(trifluoromethyl)pyrrolidine-2-carboxylic acid